C(C)OC(=O)C=1N(C=CN1)N(C(=O)OC)C(=O)OC 1-(bis(methoxycarbonyl)amino)-1H-imidazole-2-carboxylic acid ethyl ester